4,7-dihydropyrazolo[1,5-a]pyrimidine-3-carboxylate N1=CC(=C2N1CC=CN2)C(=O)[O-]